C(CCCCCCCCCCCCCCCCC)N1CN(C=C1)CCCCCCCCCCCCCCCCCC 1,3-dioctadecyl-imidazole